9-phenyl-3,6-bis(4-(1-phenyl-1H-benzo[d]imidazol-2-yl)phenyl)-9H-carbazole C1(=CC=CC=C1)N1C2=CC=C(C=C2C=2C=C(C=CC12)C1=CC=C(C=C1)C1=NC2=C(N1C1=CC=CC=C1)C=CC=C2)C2=CC=C(C=C2)C2=NC1=C(N2C2=CC=CC=C2)C=CC=C1